N-p-toluenesulfonyl-N'-(3-hydroxyphenyl)urea CC1=CC=C(C=C1)S(=O)(=O)NC(=O)NC1=CC(=CC=C1)O